5-{6-[2-(2-Cyano-7-fluoro-4-methoxy-indol-1-yl)-ethylamino]-pyrimidin-4-yl}-3-trifluoromethyl-thiophen C(#N)C=1N(C2=C(C=CC(=C2C1)OC)F)CCNC1=CC(=NC=N1)C1=CC(=CS1)C(F)(F)F